C1(CC1)C1=C(C(=NO1)C1=NN(C2=C1C(=NC=C2F)N)C(C)C)C2=NNC=C2 3-(5-cyclopropyl-4-(1H-pyrazol-3-yl)isoxazol-3-yl)-7-fluoro-1-isopropyl-1H-pyrazolo[4,3-c]pyridin-4-amine